aminopropyl-triazabicyclononane NCCCN1N(CCCCCCN1)C1CCCCCCCC1